C(C)NC=1C2=C(N=C(N1)NC1=CC=C(C=3CCOC31)C(=O)N3CCOCC3)NC=C2C#N 4-(ethylamino)-2-((4-(morpholine-4-carbonyl)-2,3-dihydrobenzo-furan-7-yl)amino)-7H-pyrrolo[2,3-d]pyrimidine-5-carbonitrile